FC1=CC2=C(C=C1O)N(C1=C2C2=C(C=3C4=CC=CC=C4NC13)C(NC2=O)=O)CCN2CCOCC2 3-fluoro-2-hydroxy-13-(2-morpholin-4-ylethyl)-12,13-dihydro-5H-indolo[2,3-a]pyrrolo[3,4-c]carbazole-5,7(6H)-dione